O=C1NC(CCC1N1C(C2=CC=C(C=C2C1=O)N1CCC(CC1)CN1CCC(CC1)CC=O)=O)=O 2-(1-((1-(2-(2,6-dioxopiperidin-3-yl)-1,3-dioxoisoindolin-5-yl)piperidin-4-yl)methyl)piperidin-4-yl)acetaldehyde